C(C)(C)(C)OC(=O)N1C=C(C=2C1=NC=C(N2)C2=CC(=CC(=C2)N2[C@@H](CCC2)C)CN(C)C)C=2C=NN(C2)C2CCN(CC2)C (R)-2-(3-((dimethylamino)methyl)-5-(2-methylpyrrolidin-1-yl)phenyl)-7-(1-(1-methylpiperidin-4-yl)-1H-pyrazol-4-yl)-5H-pyrrolo[2,3-b]pyrazine-5-carboxylic acid tert-butyl ester